2-(1-(4-amino-3-(2,3-dimethyl-2H-indazol-6-yl)-1H-pyrazolo[3,4-d]pyrimidin-1-yl)ethyl)-3-(3-fluorophenyl)-4H-chromen-4-one 2,3,4-trihydroxybenzoate OC1=C(C(=O)O)C=CC(=C1O)O.NC1=C2C(=NC=N1)N(N=C2C=2C=CC1=C(N(N=C1C2)C)C)C(C)C=2OC1=CC=CC=C1C(C2C2=CC(=CC=C2)F)=O